6-((2-(2,6-dioxopiperidine-3-yl)-1,3-dioxoisoindoline-4-yl)thio)hexanoic acid O=C1NC(CCC1N1C(C2=CC=CC(=C2C1=O)SCCCCCC(=O)O)=O)=O